FC1=CC=C(C=C1)CC(=O)NC1=CC=C(C=C1)COC(=O)N(CC(=O)O)C 2-[[4-[[2-(4-fluorophenyl)acetyl]amino]phenyl]methoxycarbonyl-methylamino]acetic acid